ClC=1C=C(N[C@@H](C(=O)N2[C@@H]3CC([C@H]([C@H]2C(=O)N[C@@H](C[C@H]2C(NCCC2)=O)C#N)CC3)(F)F)CC(C)C)C=CC1 (1S,3S,4S)-2-[(2R)-2-(3-Chloroanilino)-4-methyl-pentanoyl]-N-[(1S)-1-cyano-2-[(3S)-2-oxo-3-piperidyl]ethyl]-5,5-difluoro-2-azabicyclo[2.2.2]octane-3-carboxamide